5-((methoxymethoxy)methyl)-1-methyl-1H-indole-2-carboxylate COCOCC=1C=C2C=C(N(C2=CC1)C)C(=O)[O-]